3-(1-methylindolyl)-3-phenyl-1-propanol CN1C(=CC2=CC=CC=C12)C(CCO)C1=CC=CC=C1